N[C@@H]1C2=CC=CC=C2CC12CCN(CC2)C=2NC(C1=C(N2)NN=C1C(=C)C1=CC(=NC=C1)C#N)=O (S)-4-(1-(6-(1-amino-1,3-dihydro-spiro[indene-2,4'-piperidin]-1'-yl)-4-oxo-4,5-dihydro-1H-pyrazolo[3,4-d]pyrimidin-3-yl)vinyl)pyridinecarbonitrile